1-oxo-8-(phenylamino)-7-(pyridin-4-yl)-1,2,3,4-tetrahydropyrrolo[1,2-a]pyrazine-6-carbonitrile O=C1C=2N(CCN1)C(=C(C2NC2=CC=CC=C2)C2=CC=NC=C2)C#N